ClC=1N=C(C2=C(N1)CCN(C2)C(=O)OC(C)(C)C)OCC2=CC=C(C=C2)C=2N(C=C(N2)C(F)(F)F)C tert-butyl 2-chloro-4-[[4-[1-methyl-4-(trifluoromethyl)imidazol-2-yl]phenyl]methoxy]-7,8-dihydro-5H-pyrido[4,3-d]pyrimidine-6-carboxylate